(R)-4-(3-(8-Aminopyrido[3,4-d]pyrimidin-2-yl)-4-methylphenyl)-2-(5-methylisoxazol-3-yl)but-3-yn-2-ol NC1=NC=CC2=C1N=C(N=C2)C=2C=C(C=CC2C)C#C[C@@](C)(O)C2=NOC(=C2)C